1-[bis-(dimethylamino)methyl]1H-1,2,3-triazolo[4,5-b]pyridine-3-oxide Hexafluorophosphate F[P-](F)(F)(F)(F)F.CN(C)C(N1N=[N+](C2=NC=CC=C21)[O-])N(C)C